C(=CC)N1CCC(CC1)N1[C@@H](C(N(C=2C=NC(=NC12)NC1=C(C=C(C(=O)NC)C=C1)OC)C)=O)CC (R)-4-((8-(1-propenylpiperidin-4-yl)-7-ethyl-5-methyl-6-oxo-5,6,7,8-tetrahydropteridin-2-yl)amino)-3-methoxy-N-methylbenzamide